4,5-diazepine C=1C=CNN=CC1